C(C)(C)(C)OC(=O)NCC1=CC(=C(C(=C1)C)NC(=O)C1=CC2=C(OCCC3=C2SC=C3)C=C1C=1C(=NC(=CC1)C(NC1CCCCCCC1)=O)C(=O)OC)C methyl 3-(9-((4-(((tert-butoxycarbonyl)amino)methyl)-2,6-dimethylphenyl)carbamoyl)-4,5-dihydrobenzo[b]thieno[2,3-d]oxepin-8-yl)-6-(cyclooctylcarbamoyl)picolinate